(S)-3-(3-chloro-4-fluorophenyl)-1-(3-hydroxypropyl)-1-(5-oxo-6,7,8,9,10,11-hexahydro-5H-cyclohepta[c]isoquinolin-11-yl)urea ClC=1C=C(C=CC1F)NC(N([C@H]1CCCCC=2NC(C3=CC=CC=C3C21)=O)CCCO)=O